S1C(=CC2=C1C=CC=C2)S(=O)(=O)NC2=C(C=CC=C2)C#CC2=CC=C(C(=O)O)C=C2 4-{2-[2-(1-benzothiophene-2-sulfonamido)phenyl]ethynyl}benzoic acid